CN(C1=C2C(N(CC2=CC=C1)CC(N1[C@@H](CCC1)C(F)(F)F)=O)=O)C1=C2C(=NN(C2=CC=C1)C1OCCCC1)C#N [methyl-[3-oxo-2-[2-oxo-2-[(2S)-(trifluoromethyl)pyrrolidin-1-yl]ethyl]isoindolin-4-yl]amino]-1-tetrahydropyran-2-yl-indazole-3-carbonitrile